ethylene ethanedisulfonate C1CS(=O)(=O)OCCOS1(=O)=O